NCCC[SiH2]C(OC)OC 3-aminopropyl-(dimethoxy)methylsilane